[Cl-].[Cl-].C[SiH](C)[Ti+2](C1C=CC=C1)NC(C)(C)C Dimethylsilyl-(N-t-butylamino)(cyclopentadienyl)titanium dichloride